C1(=CC=CC=C1)N1C2=CC=CC=C2C=2C=C(C=CC12)C1=CC=C(C=C1)NC1=CC=C(C=C1)C1=CC=CC=C1 N-(4-(9-phenyl-9H-carbazol-3-yl)phenyl)-[1,1'-biphenyl]-4-amine